Benzylfluoromalonic acid magnesium [Mg].C(C1=CC=CC=C1)C(C(=O)O)(C(=O)O)F